CC(C#CC=1C=C(COC=2C(=NC=CC2)N)C=CC1)(C)OC1OCCCC1 3-((3-(3-methyl-3-((tetrahydro-2H-pyran-2-yl)oxy)but-1-ynyl)benzyl)oxy)pyridin-2-amine